tert-butyl {rac-(1R,2R)-1-(4-chlorophenyl)-2-[(1,3-dioxo-1,3-dihydro-2H-isoindol-2-yl)oxy]propyl}carbamate ClC1=CC=C(C=C1)[C@H]([C@@H](C)ON1C(C2=CC=CC=C2C1=O)=O)NC(OC(C)(C)C)=O |r|